C1(=CC(=CC=C1)[C@@H](C1CCN(CC1)C(=O)N1C[C@@H]2[C@@H](OCC(N2)=O)CC1)C1=CC=CC=C1)C |o1:6| (4aR,8aS)-6-[4-[(S or R)-m-Tolyl(phenyl)methyl]piperidine-1-carbonyl]-4,4a,5,7,8,8a-hexahydropyrido[4,3-b][1,4]oxazin-3-one